6-(butylamino)hexyl 2-hexyldecanoate C(CCCCC)C(C(=O)OCCCCCCNCCCC)CCCCCCCC